ClC=1C=CC2=C(C[C@H](CC=3N2C(=NN3)[C@@H]3CC[C@H](CC3)OC3=NC=CC=C3)N)C1 (5R)-8-chloro-1-[trans-4-(pyridin-2-yloxy)cyclohexyl]-5,6-dihydro-4H-[1,2,4]triazolo[4,3-a][1]benzazepine-5-amine